FC1(CC12CC(C2)C2=NC=CC(=C2NC(=O)C=2C=NC(=NC2)C(C)C)C2=C(C=CC=C2)F)F N-[2-(2,2-difluorospiro[2.3]hexan-5-yl)-4-(2-fluorophenyl)-3-pyridyl]-2-isopropyl-pyrimidine-5-carboxamide